5-Fluoro-1-(1H-indol-6-yl)dihydropyrimidine-2,4(1H,3H)-dione FC1C(NC(N(C1)C1=CC=C2C=CNC2=C1)=O)=O